4-(1-methyl-1H-imidazol-5-yl)-2-[(3R)-3-methylmorpholin-4-yl]-8-(1H-pyrazol-5-yl)-1,7-naphthyridine CN1C=NC=C1C1=CC(=NC2=C(N=CC=C12)C1=CC=NN1)N1[C@@H](COCC1)C